C(C)OC(COC=1C(=NC(=CC1)N1C(OC2(C1)CCC(CC2)NC(=O)OC(C)(C)C)=O)[N+](=O)[O-])=O 2-[6-[8-[(2-methylpropan-2-yl)oxycarbonylamino]-2-oxo-1-oxa-3-azaspiro[4.5]decan-3-yl]-2-nitropyridin-3-yl]oxyacetic acid ethyl ester